C1=CC=C2C(=C1)C(=CN2)C(=O)[O-] The molecule is a monocarboxylic acid anion resulting from the deprotonation of the carboxyl group of indole-3-carboxylic acid. It is a conjugate base of an indole-3-carboxylic acid.